C(C)(C)(C)OC(=O)N1[C@H](CN(CC1)C=1C2=C(N=C(N1)Cl)N=C(C=C2)C2=CC=CC1=CC=CC(=C21)Cl)CC#N (S)-4-(2-chloro-7-(8-chloronaphthalen-1-yl)pyrido[2,3-d]Pyrimidin-4-yl)-2-(cyanomethyl)piperazine-1-carboxylic acid tert-butyl ester